6,6-difluoro-N-(5-fluoropyridin-2-yl)spiro[2.5]octane-1-carboxamide FC1(CCC2(CC2C(=O)NC2=NC=C(C=C2)F)CC1)F